(1R)-2,3-dihydro-N-2-propynyl-1H-inden-1-amine C(C#C)N[C@@H]1CCC2=CC=CC=C12